1-(4-{4-[4-({[(1R)-1-(2-chlorophenyl)ethoxy]carbonyl}amino)-3-methyl-1,2-oxazol-5-yl]piperidin-1-yl}phenyl)cyclopropane-1-carboxylic acid ClC1=C(C=CC=C1)[C@@H](C)OC(=O)NC=1C(=NOC1C1CCN(CC1)C1=CC=C(C=C1)C1(CC1)C(=O)O)C